N-[2-(2,6-dioxo-3-piperidyl)-3-oxo-isoindolin-5-yl]-1,6-naphthyridine-2-carboxamide O=C1NC(CCC1N1CC2=CC=C(C=C2C1=O)NC(=O)C1=NC2=CC=NC=C2C=C1)=O